C(=O)(O)C(C(=O)N)=C 2-Carboxyacrylamid